(E)-4-[3-(4-(3,5-dimethoxyphenyl)phenoxy)propyl]morpholine radium [Ra].COC=1C=C(C=C(C1)OC)C1=CC=C(OCCCN2CCOCC2)C=C1